gallium-silver sulfide [S-2].[Ag+].[Ga+3].[S-2]